1-[2-amino-6-(3,3-difluorocyclobutyl)pyrimidin-4-yl]-1,2,3-benzotriazol-5-ol NC1=NC(=CC(=N1)N1N=NC2=C1C=CC(=C2)O)C2CC(C2)(F)F